3-((isoquinoline-1-carboxamido)methyl)-N-((R)-3-methyl-1-((3aS,4S,6S,7aR)-3a,5,5-Trimethylhexahydro-4,6-methanobenzo[d][1,3,2]dioxaborol-2-yl)butyl)-5-phenethyl-4,5-dihydroisoxazole C1(=NC=CC2=CC=CC=C12)C(=O)NCC1N(OC(C1)CCC1=CC=CC=C1)[C@@H](CC(C)C)B1O[C@@]2([C@H](O1)C[C@H]1C([C@@H]2C1)(C)C)C